N1(CCCCCC1)CC=1C=C(C=CC1OC)B(O)O [3-(AZEPAN-1-YLMETHYL)-4-METHOXYPHENYL]BORANEDIOL